(Z)-1-(4-amino-2-fluorobut-2-en-1-yl)-N-methoxy-4-(3-(pyrrolidin-1-ylsulfonyl)phenyl)-1H-benzo[d][1,2,3]triazol-6-carboxamide hydrochloride Cl.NC\C=C(\CN1N=NC2=C1C=C(C=C2C2=CC(=CC=C2)S(=O)(=O)N2CCCC2)C(=O)NOC)/F